FC=1C=C(C=C(C1N1CCC(CC1)C1COC1)F)NC[C@H](CN1C(C2=CC=CC=C2C1=O)=O)O (R)-2-(3-((3,5-difluoro-4-(4-(oxetan-3-yl)piperidin-1-yl)phenyl)amino)-2-hydroxypropyl)isoindoline-1,3-dione